ClC1=CC=C(C=C1)C1=NOC(=N1)C 3-(4-chlorophenyl)-5-methyl-1,2,4-oxadiazole